ethyl 1-(4-(((tert-butoxycarbonyl)amino)methyl)phenyl)-3-(trifluoromethyl)-1H-pyrazole-5-carboxylate C(C)(C)(C)OC(=O)NCC1=CC=C(C=C1)N1N=C(C=C1C(=O)OCC)C(F)(F)F